C1(=CC=CC=C1)C(=S)SC(CCC(=O)O)C 4-(phenylcarbonothioylthio)pentanoic acid